11-chloro-10-(trifluoromethyl)-2H-spiro[[1,4]thiazepino[2,3,4-ij]quinazoline-3,3'-oxetane]-6,8(4H,7H)-dione ClC1=C(C=C2C(NC(N3C2=C1SCC1(COC1)C3)=O)=O)C(F)(F)F